ClC=1C2=C(N=CN1)N(C(=C2)Cl)C2=CC=C(C=C2)[C@@H]2[C@@H]1CC[C@H](CN2C(=O)OC(C)(C)C)O1 tert-Butyl (1S,2R,5R)-2-(4-(4,6-dichloro-7H-pyrrolo[2,3-d]pyrimidin-7-yl)phenyl)-8-oxa-3-azabicyclo[3.2.1]octane-3-carboxylate